C(C)(C)(C)OC(NC1=CC=C(C=C1)C(NC1=CC(=C(C=C1)C)NC1=NC=NC(=C1)C=1C=C2C(=NC1)N(C=C2)S(=O)(=O)C2=CC=CC=C2)=O)=O tert-butyl(4-((4-methyl-3-((6-(1-(phenylsulfonyl)-1H-pyrrolo[2,3-b]pyridin-5-yl)pyrimidin-4-yl)amino)phenyl)carbamoyl)phenyl)carbamate